O1C(=CC=C1)C(=O)N1CCN(CC1)[C@@H]1CC(N(C1)C1=CC=C(C=C1)C1=CC(=CC=C1)O)=O (R)-4-(4-(Furan-2-carbonyl)piperazin-1-yl)-1-(3'-hydroxy-[1,1'-biphenyl]-4-yl)pyrrolidin-2-one